4-[3-(2-Chloro-5-ethyl-4-methoxybenzoyl)-2,4-dihydro-1,3-benzoxazin-8-yl]-5-fluoro-2-morpholin-4-ylbenzoic acid ClC1=C(C(=O)N2COC3=C(C2)C=CC=C3C3=CC(=C(C(=O)O)C=C3F)N3CCOCC3)C=C(C(=C1)OC)CC